N-(1-(1H-indol-3-yl)hexane-2-yl)-6-(4-cyclopropylpiperazin-1-yl)benzo[b]thiophene-2-carboxamide N1C=C(C2=CC=CC=C12)CC(CCCC)NC(=O)C1=CC2=C(S1)C=C(C=C2)N2CCN(CC2)C2CC2